C[C@H]1N([C@@H](CN(C1)C1=NC=C(N=C1)C(F)(F)F)C)C(=O)OC1(CC2(CN(C2)CC2=CC=CC=C2)C1)C(F)F 2-benzyl-6-(difluoromethyl)-2-azaspiro[3.3]heptan-6-yl (2R,6R)-2,6-dimethyl-4-[5-(trifluoromethyl)pyrazin-2-yl]piperazine-1-carboxylate